ClC1=C(N=C(NC1=O)C1=CC(=NC=C1)F)N1[C@@H](COCC1)C 5-chloro-2-(2-fluoro-4-pyridinyl)-4-[(3R)-3-methylmorpholin-4-yl]-1H-pyrimidin-6-one